potassium bis-phenolate C1(=CC=CC=C1)[O-].C1(=CC=CC=C1)[O-].[K+].[K+]